(1R,4r)-Methyl 4-((benzyloxy)methyl)cyclohexanecarboxylate C(C1=CC=CC=C1)OCC1CCC(CC1)C(=O)OC